CC1=CC=C(C=C1)S(=O)(=O)OC1CC(C1)C(F)(F)F (1s,3s)-3-(trifluoromethyl)cyclobutyl 4-methylbenzenesulfonate